FC=1C=C(C=CC1N1CCN(CC1)S(=O)(=O)C)C1=NC=NC2=CC=C(C=C12)C1=CC(=NC=C1)N 4-(4-(3-fluoro-4-(4-(methylsulfonyl)piperazin-1-yl)phenyl)quinazolin-6-yl)pyridin-2-amine